Butyl N-[4-[(2-chloro-4-pyridyl)oxy]-2-fluoro-phenyl]carbamate ClC1=NC=CC(=C1)OC1=CC(=C(C=C1)NC(OCCCC)=O)F